N-(4-methyl-6-(2-((S)-2-methylazetidin-1-yl)-6,7-dihydro-5H-cyclopenta[d]pyrimidin-4-yl)-2,3-dihydrobenzofuran-3-yl)methanesulfonamide CC1=CC(=CC2=C1C(CO2)NS(=O)(=O)C)C=2C1=C(N=C(N2)N2[C@H](CC2)C)CCC1